FC(OC1=CC=C(CCC(=O)N2C(CCC2)(C(=O)O)COCC2=CC=CC=C2)C=C1)(F)F N-(4-trifluoromethoxybenzylacetyl)-2-benzyloxymethyl-pyrrolidine-2-carboxylic acid